C(C)(C)(C)OC(=O)N[C@H](C(=O)N1[C@@H]([C@H]2C([C@H]2C1)(C)C)C(=O)OC)C(C)(C)C methyl (1R,2S,5S)-3-((S)-2-((tert-butoxycarbonyl)amino)-3,3-dimethylbutanoyl)-6,6-dimethyl-3-azabicyclo[3.1.0]hexane-2-carboxylate